2-amino-3-cyano-4-(3,5-dimethyl-4-isoxazolyl)-6-methyl-4H-pyran-5-carboxylic acid methyl ester COC(=O)C=1C(C(=C(OC1C)N)C#N)C=1C(=NOC1C)C